CC(C)(C)S(=O)\N=C/C1CCOCC1 (Z)-2-methyl-N-((tetrahydro-2H-pyran-4-yl)methylene)propane-2-sulfinamide